2,5-diphenyl-2H-thiazole C1(=CC=CC=C1)C1SC(=CN1)C1=CC=CC=C1